C(C)S(=O)(=O)N[C@H]1C([C@H](N(C1)C(=O)NC1=NOC2=C1C(=CC=C2)C2=C(C=C(C=C2F)F)F)CO)(F)F (2R,4R)-4-[(Ethanesulfonyl)amino]-3,3-difluoro-2-(hydroxymethyl)-N-[4-(2,4,6-trifluorophenyl)-1,2-benzoxazol-3-yl]pyrrolidine-1-carboxamide